methyl 5-[6,7-dichloro-3-(1H-pyrazol-4-yl)-1H-indol-2-yl]-1,3,4-oxadiazole-2-carboxylate ClC1=CC=C2C(=C(NC2=C1Cl)C1=NN=C(O1)C(=O)OC)C=1C=NNC1